4-(6-fluoro-4-methylpyridin-2-yl)-6-(6-(trifluoromethyl)pyridin-2-yl)-N-(2-(trifluoromethyl)pyridin-4-yl)-1,3,5-triazin-2-amine FC1=CC(=CC(=N1)C1=NC(=NC(=N1)C1=NC(=CC=C1)C(F)(F)F)NC1=CC(=NC=C1)C(F)(F)F)C